OC1=C(C=C(C=C1OC)\C=C\C1=CC=C(C=C1)OC)C1C(C=CCC1)=O (E)-2'-hydroxy-3'-methoxy-5'-(4-methoxystyryl)-5,6-dihydro-[1,1'-biphenyl]-2(1H)-one